C1(=CC=CC2=CC=CC=C12)C1=C(C(=O)N)C=CC=C1 (naphthalen-1-yl)benzamide